tert-butyl 7-[7-({8-fluoro-2-methylimidazo[1,2-a]pyridin-6-yl}carbamoyl)-2-methylindazol-4-yl]-2,7-diazaspiro[3.5]nonane-2-carboxylate FC=1C=2N(C=C(C1)NC(=O)C1=CC=C(C3=CN(N=C13)C)N1CCC3(CN(C3)C(=O)OC(C)(C)C)CC1)C=C(N2)C